glucose oxygen [O].O=C[C@H](O)[C@@H](O)[C@H](O)[C@H](O)CO